tert-Butyl N-methylsulfonylcarbamate CS(=O)(=O)NC(OC(C)(C)C)=O